BrC1=CC(=C(COC(NC[C@H]2NC(CC2)=O)=O)C(=C1)OC)F (S)-(4-bromo-2-fluoro-6-methoxybenzyl)((5-oxopyrrolidin-2-yl)methyl)carbamate